ClC1=CC(=C(C=C1Cl)B(O)O)OCCOC 4,5-DICHLORO-2-(2-METHOXYETHOXY)PHENYLBORONIC ACID